C1(=CC=C(C=C1)CNC(C1=CC=C(C=C1)NC(=O)NCC1=CC=NC=C1)=O)C1=CC=CC=C1 N-([1,1'-biphenyl]-4-ylmethyl)-4-(3-(pyridin-4-ylmethyl)ureido)benzamide